ClC=1C=C(C(=NC1OC1CCC2=C(C=CC=C12)C1=C(C(=CC=C1)B1OC(C(O1)(C)C)(C)C)C)OCC=1C=NC=C(C#N)C1)C=O 5-(((5-chloro-3-formyl-6-((4-(2-methyl-3-(4,4,5,5-tetramethyl-1,3,2-dioxaborolan-2-yl)phenyl)-2,3-dihydro-1H-inden-1-yl)oxy)pyridin-2-yl)oxy)methyl)nicotinonitrile